dipentaerythritol monocaprylate C(CCCCCCC)(=O)OCC(CO)(COCC(CO)(CO)CO)CO